ClC=1C(=NC=C(N1)Cl)CC 3,5-dichloro-2-ethylpyrazine